FC1=C(C=C(C=C1)C(C(C)C)N1C[C@@H](N(C[C@H]1C)C=1C=2N=C(N(C2N2C(N1)=NN=C2)C[C@H]2OCCC2)C)C)C(F)(F)F 4-((2S,5R)-4-(1-(4-fluoro-3-(trifluoromethyl)phenyl)-2-methylpropyl)-2,5-dimethylpiperazin-1-yl)-2-methyl-1-(((S)-tetrahydrofuran-2-yl)methyl)-1H-[1,2,4]triazolo[3,4-b]purine